C1(CC1)OC1=NN(C=C1NC=1N=CC2=C(N1)N(C(=C2)C#N)[C@H](COC)C)C2CCC(CC2)(C)O cis-2-((3-cyclopropoxy-1-(4-hydroxy-4-methylcyclohexyl)-1H-pyrazol-4-yl)amino)-7-((S)-1-methoxypropane-2-yl)-7H-pyrrolo[2,3-d]pyrimidine-6-carbonitrile